N1(CCCCC1)C=1C=C2CNCC2=CC1 5-(piperidin-1-yl)isoindoline